46Trans-3-(3-([1,1'-biphenyl]-3-yl)-1H-pyrazol-5-yl)-4-cyclopropylpyrrolidine-1-carbonitrile C1(=CC(=CC=C1)C1=NNC(=C1)C1CN(CC1C1CC1)C#N)C1=CC=CC=C1